dimethyl suberate Dihydrochloride Cl.Cl.C(CCCCCCC(=O)OC)(=O)OC